NC1=C2C=C(N=CC2=CC(=C1)C1=C(C=CC=C1C)F)O 5-amino-7-(2-fluoro-6-methyl-phenyl)isoquinolin-3-ol